C(=O)C1CN(CCC1)C(=O)OC(C)(C)C tert-butyl 3-formylpiperidine-1-carboxylate